BrCC1=CC=C(C=C1)C(F)(F)F 4-bromomethyl-1-(trifluoromethyl)benzene